ClC1=C(C=C2CCCOC2=C1C=1CC(CNCC1)O)NC1=NC(=CC(=N1)C)NC 5-[7-chloro-6-[[4-methyl-6-(methylamino)pyrimidin-2-yl]amino]chroman-8-yl]-2,3,4,7-tetrahydro-1H-azepin-3-ol